S(O)(O)(=O)=O.Cl.N[C@@H](CCCN)C(=O)O L-ornithine hydrochloride bisulfate